FC1=C(C(=CC=C1N1N=CC(=C1)C)O)N1CC(NS1(=O)=O)=O 5-(2-fluoro-6-hydroxy-3-(4-methyl-1H-pyrazol-1-yl)phenyl)-1,2,5-thiadiazolidin-3-one 1,1-dioxide